(S)-((2-((allyloxy)carbonyl)benzo[b]thiophen-5-yl)fluoromethyl)phosphonic acid C(C=C)OC(=O)C1=CC2=C(S1)C=CC(=C2)[C@@H](F)P(O)(O)=O